6-fluoro-1-(4-fluoro-2-methylphenyl)-7-methyl-3-(2-methyl-6-oxo-1,6-dihydropyridin-3-yl)-2,3-dihydroquinazolin-4(1H)-one FC=1C=C2C(N(CN(C2=CC1C)C1=C(C=C(C=C1)F)C)C1=C(NC(C=C1)=O)C)=O